2-amino-6-fluoro-4-oxo-4H-1-benzopyran-3-carbaldehyde NC=1OC2=C(C(C1C=O)=O)C=C(C=C2)F